6-[3-(dimethylamino)phenyl]-1-[(3-fluorophenyl)methyl]-3H-imidazo[4,5-b]pyridin-2-one CN(C=1C=C(C=CC1)C=1C=C2C(=NC1)NC(N2CC2=CC(=CC=C2)F)=O)C